3-cyano-N-[7-methoxy-4-(1-methyl-1H-pyrazol-4-yl)-1H-1,3-benzodiazol-2-yl]propanamide C(#N)CCC(=O)NC1=NC2=C(N1)C(=CC=C2C=2C=NN(C2)C)OC